CC1=NC(=CC(=N1)C=1C(=NN2C1C=C(C=C2)C2=C(C=NN2C)CO[C@H]2CNC[C@@H]2C)N)C (2,6-dimethylpyrimidin-4-yl)-5-(1-methyl-4-((((3R,4S)-4-methylpyrrolidin-3-yl)oxy)methyl)-1H-pyrazol-5-yl)pyrazolo[1,5-a]pyridin-2-amine